2,3-dichloro-N-(6-fluorobenzo[d]thiazol-2-yl)benzenesulfonamide ClC1=C(C=CC=C1Cl)S(=O)(=O)NC=1SC2=C(N1)C=CC(=C2)F